OC1=C(C=CC=C1)C1=NN2C(=NC=3C=CC=CC3C2=N1)N[C@H]1C(NCCCC1)=O (3R)-3-{[2-(2-hydroxyphenyl)[1,2,4]triazolo[1,5-c]quinazolin-5-yl]amino}azepan-2-one